CS(=O)(=O)C1=CC(=C(C=C1)N1C[C@H](CCC1)O)[N+](=O)[O-] (S)-1-(4-(methylsulfonyl)-2-nitrophenyl)piperidin-3-ol